(R)-5-chloro-N-(1-(2,4-dichlorophenyl)ethyl)-2-(piperazin-1-yl)pyrimidin-4-amine ClC=1C(=NC(=NC1)N1CCNCC1)N[C@H](C)C1=C(C=C(C=C1)Cl)Cl